NC=1C=C(CN2C(=NC=3C(=NC=4C=CC=CC4C32)N)CCCC)C=CC1 1-(3-aminobenzyl)-2-butyl-1H-imidazo[4,5-c]quinolin-4-amine